O=C1NC(CCC1C1=C(C=C(C=C1F)N1CC(C1)NC(OC1CN(C1)C(N(C=1C=C(C=CC1)C)C)=O)=O)F)=O 1-(methyl(m-tolyl)carbamoyl)azetidin-3-yl (1-(4-(2,6-dioxopiperidin-3-yl)-3,5-difluorophenyl)azetidin-3-yl)carbamate